5-(piperidin-4-ylthio)furo[2,3-c]pyridine-2-carbonitrile N1CCC(CC1)SC=1C=C2C(=CN1)OC(=C2)C#N